2,3-dichloro-N-[2,4,5-trifluoro-3-[(2-methylsulfanylthiazolo[5,4-d]pyrimidin-7-yl)amino]phenyl]benzenesulfonamide ClC1=C(C=CC=C1Cl)S(=O)(=O)NC1=C(C(=C(C(=C1)F)F)NC=1C2=C(N=CN1)SC(=N2)SC)F